C12CN(CC(CC1)O2)CC(=O)N2CCC(CC2)C=2C=C1C(=C(NC1=CC2)C2=CC(=NC(=C2)C)C)C(C)C 2-(8-oxa-3-azabicyclo[3.2.1]oct-3-yl)-1-(4-(2-(2,6-dimethylpyridin-4-yl)-3-isopropyl-1H-indol-5-yl)piperidin-1-yl)ethan-1-one